C(#N)C1=CC=C(C=C1)N1N=C(C=C1)OC1=CC(=C(C=C1C)NC=N)C N-(4-((1-(4-cyanophenyl)-1H-pyrazol-3-yl)oxy)-2,5-dimethylphenyl)formamidine